(Z)-2-(5-fluoro-2-methyl-1-(3-phenoxybenzylidene)-1H-inden-3-yl)-N-hydroxy-N-methylacetamide FC=1C=C2C(=C(/C(/C2=CC1)=C/C1=CC(=CC=C1)OC1=CC=CC=C1)C)CC(=O)N(C)O